7-(5-(7-Ethyl-7H-imidazo[4,5-c]pyridazin-4-yl)-2-fluorophenyl)-8-methoxy-4-methyl-2H-benzo[b][1,4]oxazin-3(4H)-one C(C)N1C=NC2=C1N=NC=C2C=2C=CC(=C(C2)C=2C=CC1=C(OCC(N1C)=O)C2OC)F